7-bromo-8-fluoro-3-methyl-3,4-dihydro-1H-quinoxalin-2-one BrC1=CC=C2NC(C(NC2=C1F)=O)C